1-(4-((2-(2,3-dihydrobenzo[b][1,4]dioxin-6-yl)pyrrolidin-1-yl)methyl)phenyl)-1H-1,2,4-triazole O1C2=C(OCC1)C=C(C=C2)C2N(CCC2)CC2=CC=C(C=C2)N2N=CN=C2